BrC1=C(/C(=N/O)/Cl)C=CC(=C1)F (Z)-2-bromo-4-fluoro-N-hydroxyiminobenzyl chloride